ethyl (S)-3-(4-(3-chlorophenyl)thiophen-2-yl)-3-(3-(4-hydroxy-1-methyl-2-oxo-1,2-dihydro pyridin-3-yl)ureido)propanoate ClC=1C=C(C=CC1)C=1C=C(SC1)[C@H](CC(=O)OCC)NC(=O)NC=1C(N(C=CC1O)C)=O